tert-butyl 5-(2-((4-bromo-5-chloropyridin-2-yl) amino)-2-oxoethyl)-5',6'-dihydro-[2,3'-bipyridine]-1'(2'h)-carboxylate BrC1=CC(=NC=C1Cl)NC(CC=1C=CC(=NC1)C=1CN(CCC1)C(=O)OC(C)(C)C)=O